FC1=C2CCC(NC2=CC=C1)=O 5-fluoro-3,4-dihydro-1H-quinolin-2-one